C(CCC)N1CC(NC2=CC(=C(C=C12)F)F)C1=CC=CC=C1 1-butyl-6,7-difluoro-3-phenyl-1,2,3,4-tetrahydroquinoxaline